C(C)(=O)OCCSC1=NC(=CC=C1C=O)Cl 2-[(6-chloro-3-formylpyridin-2-yl) mercapto]ethyl acetate